CC(C(CCCC)=O)=O 2,3-Heptandion